FC(O[C@@H]1CN(CC1)C=1N=C(C2=C(N1)N=CC=C2)NCC=2C(=NC=CC2)C(F)(F)F)F (S)-2-(3-(difluoromethoxy)pyrrolidin-1-yl)-N-((2-(trifluoromethyl)pyridin-3-yl)methyl)pyrido[2,3-d]pyrimidin-4-amine